3-[1-(Cyclopentylmethyl)-5-oxopyrrolidin-2-yl]-3-oxo-2-(1λ4-thiolan-1-ylidene)-propanenitrile C1(CCCC1)CN1C(CCC1=O)C(C(C#N)=S1CCCC1)=O